C(=O)C1CC=2C=CC(=C(C2C1)C#N)OCC1N(CCC1)C 2-formyl-5-[(1-methylpyrrolidin-2-yl)methoxy]-2,3-dihydro-1H-indene-4-carbonitrile